N1=C(C=CC=C1)CC(=O)NC1=CC=2N(C=C1)N=CC2C2=CC=CC(=N2)C2CN(CCC2)C(=O)OC(C)(C)C tert-butyl 3-(6-(5-(2-(pyridin-2-yl)acetamido)pyrazolo[1,5-a]pyridin-3-yl)pyridin-2-yl)piperidine-1-carboxylate